acrylate hydrochloride salt Cl.C(C=C)(=O)O